5-(allylsulfanyl)-1-{[3-(2-chloro-phenyl)-2-(2,4-difluorophenyl)oxiran-2-yl]methyl}-1H-1,2,4-triazole C(C=C)SC1=NC=NN1CC1(OC1C1=C(C=CC=C1)Cl)C1=C(C=C(C=C1)F)F